C(C)(C)(C)N1CN(C(=NC1)SCC)CC1=C(C=C(C(=C1)F)F)F 3-tert-butyl-6-(ethylthio)-1-[(2,4,5-trifluorophenyl)methyl]-1,3,5-triazine